tert-butyl (2-(8-(methylselanyl)imidazo[1,5-a]pyridin-3-yl)propan-2-yl)carbamate C[Se]C=1C=2N(C=CC1)C(=NC2)C(C)(C)NC(OC(C)(C)C)=O